6-fluoro-4-oxo-7-{3-[(prop-2-yn-1-yl)carbamoyl]azetidin-1-yl}-1-(1,2,4-thiadiazol-5-yl)-1,4-dihydro-1,8-naphthyridine-3-carboxylic acid FC=1C=C2C(C(=CN(C2=NC1N1CC(C1)C(NCC#C)=O)C1=NC=NS1)C(=O)O)=O